3-(3-(3-acrylamido-4-methylphenyl)-4-chloro-1H-pyrrolo[2,3-b]pyridin-2-yl)-N-(3-(benzyl(methyl)amino)propyl)benzamide C(C=C)(=O)NC=1C=C(C=CC1C)C1=C(NC2=NC=CC(=C21)Cl)C=2C=C(C(=O)NCCCN(C)CC1=CC=CC=C1)C=CC2